NC1=C(C=C(C=C1)CC1=CC(=C(C=C1)N)C)C bis(4-amino-3-methylphenyl)methane